[Li].C1=CC=CC1 cyclopentadiene lithium salt